Ethyl 2-[1-(2-cyanophenyl)-1-phenylpropan-2-yl]-5-methoxy-1-methyl-6-oxopyrimidine-4-carboxylate C(#N)C1=C(C=CC=C1)C(C(C)C=1N(C(C(=C(N1)C(=O)OCC)OC)=O)C)C1=CC=CC=C1